FC(COC1=CC=C(C=O)C=C1)(F)F 4-(2,2,2-trifluoroethoxy)benzaldehyde